N-(2-(N,N-bis(2,4-dimethoxybenzyl)sulfamoyl)pyridin-4-yl)-3-(4,4-difluoro-3-methylpiperidin-1-yl)-6-fluoroquinoxaline-2-carboxamide COC1=C(CN(S(=O)(=O)C2=NC=CC(=C2)NC(=O)C2=NC3=CC=C(C=C3N=C2N2CC(C(CC2)(F)F)C)F)CC2=C(C=C(C=C2)OC)OC)C=CC(=C1)OC